[2-(3-Hydroxymethyl-2,2-Dimethylcyclobutylidene)Propyl]Triphenylphosphonium Bromide [Br-].OCC1C(C(C1)=C(C[P+](C1=CC=CC=C1)(C1=CC=CC=C1)C1=CC=CC=C1)C)(C)C